C1=CC=C(C=2OC3=C(C21)C=CC=C3)C3=CC=C(C=C3)NC3=CC=C(C=C3)C3=CC=CC=C3 N-[4-(dibenzo[b,D]furan-4-yl)phenyl][1,1'-biphenyl]-4-amine